1-methyl-N-{6-[3-(prop-2-enamido)phenyl]quinolin-4-yl}piperidine-4-carboxamide CN1CCC(CC1)C(=O)NC1=CC=NC2=CC=C(C=C12)C1=CC(=CC=C1)NC(C=C)=O